(4,5-dimethylthiophen-2-yl)diphenylphosphine oxide CC=1C=C(SC1C)P(C1=CC=CC=C1)(C1=CC=CC=C1)=O